argon (S)-2-aminopentan-1-ol N[C@H](CO)CCC.[Ar]